methylenediphenylenediurea C(C1=C(C=CC=C1)NC(=O)N)C1=C(C=CC=C1)NC(=O)N